tert-butyl 2-(2,1,3-benzothiadiazol-5-ylmethoxy)acetate N=1SN=C2C1C=CC(=C2)COCC(=O)OC(C)(C)C